CC1(CCC=2C(=NC(=NC2C1)N1CC2(CN(C2)C(C=C)=O)CC1)N[C@H](CC(=O)NC)CC(C)C)C (3S)-3-((7,7-dimethyl-2-(2-(2-propenoyl)-2,6-diazaspiro[3.4]octan-6-yl)-5,6,7,8-tetrahydro-4-quinazolinyl)amino)-N,5-dimethylhexanamide